6,11-dimethyl-13-(2-hydroxycarbonylethyl)carboxy-13-phenyl-3H,13H-indeno[2',3':3,4]naphtho[1,2-b]pyran CC=1C=CC=2C3=C(C4=C(OCC=C4C(=O)O)C2C1)C(C1=CC(=CC=C13)C)(C1=CC=CC=C1)CCC(=O)O